N,N'-di-2-naphthyl-p-phenylenediamine, sodium salt [Na].C1=C(C=CC2=CC=CC=C12)NC1=CC=C(C=C1)NC1=CC2=CC=CC=C2C=C1